OCC(CCCCCCCC(=O)O)CCCCCCCCC 9-(hydroxymethyl)octadecanoic acid